(4-(pyridin-2-yl)-2-((4-(trifluoromethyl)pyridin-2-yl)amino)thiazol-5-yl)methanol N1=C(C=CC=C1)C=1N=C(SC1CO)NC1=NC=CC(=C1)C(F)(F)F